benzoimidazole-5-carboxylic acid [2-(3-hydroxy-propoxy)-ethyl]-amide OCCCOCCNC(=O)C1=CC2=C(N=CN2)C=C1